1-(4-(2-(2-cyclopropyl-6-methylpyridin-4-yl)-3-isopropyl-1H-indol-5-yl)piperidin-1-yl)-2-(methylamino)ethan-1-one C1(CC1)C1=NC(=CC(=C1)C=1NC2=CC=C(C=C2C1C(C)C)C1CCN(CC1)C(CNC)=O)C